ClC=1C=C(COC=2C=C(C(=O)C#N)C=CC2)C=CC1Cl 3-(3,4-Dichlorobenzyloxy)benzoyl cyanide